2-(methyl-d3)-3-((5-(trifluoromethyl)pyridin-2-yl)methyl)naphthalene-1,4-dione C(C=1C(C2=CC=CC=C2C(C1CC1=NC=C(C=C1)C(F)(F)F)=O)=O)([2H])([2H])[2H]